CC(=CCC1=C(C=2OC3=CC(=CC(=C3C(C2OC)=O)O)O)C=CC=C1O)C 2'-(3-methyl-2-butenyl)-5,7,3'-trihydroxy-3-methoxyflavone